CN(C)CNC(=O)[C@@H]1CC2=C(NC3=CC=CC=C23)[C@@H](N1)C (1S,3S)-N-((dimethyl-amino)methyl)-1-methyl-2,3,4,9-tetrahydro-pyridino[3,4-b]indol-3-formamide